3-(4-((2-(2-(2-(2-(4-aminophenoxy)ethoxy)ethoxy)ethoxy)ethyl)amino)-1-oxo-6-(trifluoromethyl)isoindolin-2-yl)piperidine-2,6-dione NC1=CC=C(OCCOCCOCCOCCNC2=C3CN(C(C3=CC(=C2)C(F)(F)F)=O)C2C(NC(CC2)=O)=O)C=C1